FC1=CC=C(C=C1)C=1N=CN(C1C=1SC=C(N1)C(=O)NC1=NC=C(C=C1)N1CCP(CC1)(=O)C)C(C)C 2-(4-(4-fluorophenyl)-1-isopropyl-1H-imidazol-5-yl)-N-(5-(4-methyl-4-oxido-1,4-azaphosphinan-1-yl)pyridin-2-yl)thiazole-4-carboxamide